ClC=1C=C(C(=NC1)C1=NN=C(C2=CC=CC=C12)N[C@H]1CN(CCC1)C)OCOC 4-[5-chloro-3-(methoxymethoxy)-2-pyridinyl]-N-[(3R)-1-methyl-3-piperidinyl]phthalazin-1-amine